C[C@@H]1N(CCC(C1)C1=CC2=C(NC(O2)=O)C=C1)C(=O)OC(C)(C)C tert-Butyl (2S)-methyl-4-(2-oxo-3H-1,3-benzoxazol-6-yl)piperidine-1-carboxylate